rac-(3r,5r)-4-[[4-(3-cyanophenyl)-5-(2,6-dimethyl-4-pyridinyl)thiazol-2-yl]carbamoyl]-3,5-dimethyl-piperazine-1-carboxylic acid tert-butyl ester C(C)(C)(C)OC(=O)N1C[C@H](N([C@@H](C1)C)C(NC=1SC(=C(N1)C1=CC(=CC=C1)C#N)C1=CC(=NC(=C1)C)C)=O)C |r|